C(C)(=O)ON=C(CCCCCCC)C1=CC=C(C=C1)N1C2=CC=C(C=C2C=2C=C(C=CC12)C(C)=NOC(C)=O)C(C1=C(C=C(C=C1)SC1=NC(=CC(=N1)C)C)C)=O 1-[4-[3-[1-[(acetyloxy)imino]ethyl]-6-[4-[(4,6-dimethyl-2-pyrimidinyl)thio]-2-methylbenzoyl]-9H-carbazol-9-yl]phenyl]-1-octanone 1-(O-acetyloxime)